Cl.ClC1=CC=C(C=N1)OCCCN1CCN(CC1)C1=C2C=CNC2=CC=C1 4-(4-(3-((6-chloropyridin-3-yl)oxy)propyl)piperazin-1-yl)-1H-indole hydrochloride